(S)-4-(2-propenoyl-1,2,3,4-tetrahydroisoquinolin-5-yl)-3-chloro-5-fluoro-2-methyl-1H-indole-7-carboxamide C(C=C)(=O)N1CC2=CC=CC(=C2CC1)C1=C2C(=C(NC2=C(C=C1F)C(=O)N)C)Cl